N(CCO)(CCO)CCO.C(CCCCCCC)C(C(C(=O)O)S(=O)(=O)O)(C(=O)O)CCCCCCCC dioctyl-sulfosuccinic acid triethanolamine salt